3-(5-((4-(4'-chloro-5,5-dimethyl-3,4,5,6-tetrahydro-[1,1'-biphenyl]-2-carbonyl)-3,3-dimethylpiperazin-1-yl)methyl)-1-oxoisoindolin-2-yl)piperidine-2,6-dione ClC1=CC=C(C=C1)C1=C(CCC(C1)(C)C)C(=O)N1C(CN(CC1)CC=1C=C2CN(C(C2=CC1)=O)C1C(NC(CC1)=O)=O)(C)C